8-(methylamino)-5-(5-morpholinobenzo[d]oxazol-2-yl)-2,7-naphthyridin CNC=1N=CC(=C2C=CN=CC12)C=1OC2=C(N1)C=C(C=C2)N2CCOCC2